C(CCC)OCC(C)OCC(C)OCCCC 1-((1-((1-butoxypropan-2-yl)oxy)propan-2-yl)oxy)butane